4-[4-[3-Chloro-4-[2-cyano-1-(5-fluoro-2-pyridyl)-2-methyl-propoxy]pyrazolo[1,5-a]pyridin-6-yl]-5-methyl-triazol-1-yl]piperidine-1-carbonitrile ClC=1C=NN2C1C(=CC(=C2)C=2N=NN(C2C)C2CCN(CC2)C#N)OC(C(C)(C)C#N)C2=NC=C(C=C2)F